OC(CC1=CC=CC=C1)(C)C 2-Hydroxy-2-methyl-1-phenylpropane